C(C)(=O)C1=C(C(=O)OC)C=CC=C1.CC=1C=C(C=C(C1)C)C(=C)C1COC2(C1CC(C=C2)=O)C2=CC=CC=C2 (Z)-(3,5-Dimethylphenyl) (5-oxo-7a-phenyl-3a,4,5,7a-tetrahydrobenzofuran-3(2H)-ylethylene) methyl 2-acetylbenzoate